3,3-difluoro-2-oxopyrrolidin FC1(C(NCC1)=O)F